NC1=CC=C(CNC(C=2C=C(C=CC2)[NH-])C2=CC=CC=C2)C=C1 {3-[(4-amino-benzylamino)-phenyl-methyl]-phenyl}-amide